(E)-N-(1-(2-(3-(hydroxyamino)-3-oxoprop-1-en-1-yl)phenyl)piperidin-4-yl)-3-methylbenzamide ONC(/C=C/C1=C(C=CC=C1)N1CCC(CC1)NC(C1=CC(=CC=C1)C)=O)=O